4-({[4-Methoxy-1-(5-methylfuran-3-carbonyl)-3-(piperidin-3-yl)-1H-pyrazol-5-yl]amino}methyl)benzol COC=1C(=NN(C1NCC1=CC=CC=C1)C(=O)C1=COC(=C1)C)C1CNCCC1